O=C1NC(CCC1N1C(C2=CC=C(C=C2C1=O)OCCCCCCC=1N=NC(=CC1)OC1CC(C1)OC1=NC=C(C=C1)C=1C=CC=2C3=C(N(C2C1)C)C=CN=C3)=O)=O 2-(2,6-dioxopiperidin-3-yl)-5-((6-(6-((1r,3r)-3-((5-(5-methyl-5H-pyrido[4,3-b]indol-7-yl)pyridin-2-yl)oxy)cyclobutoxy)pyridazin-3-yl)hexyl)oxy)isoindoline-1,3-dione